OC(CN1C[C@@H](CCC1)NC1=NN=C(C=2N1C=CC2)C2=C(C=C(C=C2)C(F)(F)F)O)(C)C 2-(4-{[(3R)-1-(2-hydroxy-2-methylpropyl)piperidin-3-yl]amino}pyrrolo[1,2-d][1,2,4]triazin-1-yl)-5-(trifluoromethyl)phenol